(R)-N-(1-((4-Aminobutyl)(ethyl)amino)propan-2-yl)-4-(5-(trifluoromethyl)-1,2,4-oxadiazol-3-yl)benzamide NCCCCN(C[C@@H](C)NC(C1=CC=C(C=C1)C1=NOC(=N1)C(F)(F)F)=O)CC